2-(5-chloro-[1,1'-biphenyl]-3-yl)-4,4,5,5-tetramethyl-1,3,2-dioxaborolane ClC=1C=C(C=C(C1)C1=CC=CC=C1)B1OC(C(O1)(C)C)(C)C